glyceryl monoeicosapentaenoate C(C=CC=CC=CC=CC=CCCCCCCCCC)(=O)OCC(O)CO